8-fluoro-7-[(2-methyl-3H-benzimidazol-5-yl)oxy]-2-[1-[(1-methyl-4-piperidyl)methyl]pyrazol-4-yl]quinoxaline FC=1C(=CC=C2N=CC(=NC12)C=1C=NN(C1)CC1CCN(CC1)C)OC1=CC2=C(N=C(N2)C)C=C1